formyl-crotonic acid n-butyl ester C(CCC)OC(\C(=C\C)\C=O)=O